[N+](=O)([O-])C=1C(N(C(C1)=O)C1=C(C=C(C2=CC=CC=C12)C)C)=O 3-nitro-1-(2,4-dimethylnaphthalene-1-yl)-1H-pyrrole-2,5-dione